tert-Butyl N-(2-cyclopropyl-4-oxo-5,6,7,8-tetrahydrobenzothiopheno[2,3-d][1,3]oxazin-6-yl)carbamate C1(CC1)C=1OC(C2=C(N1)SC1=C2CC(CC1)NC(OC(C)(C)C)=O)=O